6-(4-methoxy-2-(spiro[2.5]octan-6-ylamino)pyrrolo[2,1-f][1,2,4]triazin-5-yl)-N-methylimidazo[1,2-a]pyridine-3-carboxamide COC1=NC(=NN2C1=C(C=C2)C=2C=CC=1N(C2)C(=CN1)C(=O)NC)NC1CCC2(CC2)CC1